NC1=CC=C2C(OC[C@@H]3N2CCOC3)=C1C#N (R)-8-amino-1,2,4a,5-tetrahydro-4H-benzo[b][1,4]oxazino[4,3-d][1,4]oxazine-7-carbonitrile